N1=C(C=CC(=C1)C=O)C1=NC=C(C=C1)C=O bipyridyl-5,5'-dicarboxaldehyde